ClC1=CC=2C[C@H]3OC(CN[C@H]3C2C=C1)C (4aS,9aR)-7-chloro-2-methyl-2,3,4,4a,9,9a-hexahydroindeno[2,1-b][1,4]oxazine